The molecule is an RNA fragment comprised of three cytidine, three guanosine and two uridine residues connected by 3'->5' phosphodiester linkages in the sequence C-G-U-U-C-G-C-G. It has a role as an epitope. C1=CN(C(=O)N=C1N)[C@H]2[C@@H]([C@@H]([C@H](O2)CO)OP(=O)(O)OC[C@@H]3[C@H]([C@H]([C@@H](O3)N4C=NC5=C4N=C(NC5=O)N)O)OP(=O)(O)OC[C@@H]6[C@H]([C@H]([C@@H](O6)N7C=CC(=O)NC7=O)O)OP(=O)(O)OC[C@@H]8[C@H]([C@H]([C@@H](O8)N9C=CC(=O)NC9=O)O)OP(=O)(O)OC[C@@H]1[C@H]([C@H]([C@@H](O1)N1C=CC(=NC1=O)N)O)OP(=O)(O)OC[C@@H]1[C@H]([C@H]([C@@H](O1)N1C=NC2=C1N=C(NC2=O)N)O)OP(=O)(O)OC[C@@H]1[C@H]([C@H]([C@@H](O1)N1C=CC(=NC1=O)N)O)OP(=O)(O)OC[C@@H]1[C@H]([C@H]([C@@H](O1)N1C=NC2=C1N=C(NC2=O)N)O)O)O